3-({[(4R)-7-[(3,4-dimethylphenyl)(methyl)amino]-3,4-dihydro-2H-1-benzopyran-4-yl]methyl}amino)pyridine-4-carboxylic acid CC=1C=C(C=CC1C)N(C1=CC2=C([C@@H](CCO2)CNC=2C=NC=CC2C(=O)O)C=C1)C